C(C1=CC=CC=C1)N(S(=O)(=O)C1=CC=CC=C1)C1=CC(=C(C=C1)N1C(CCCC1=O)=O)C#N N-benzyl-N-(3-cyano-4-(2,6-dioxopiperidin-1-yl)phenyl)benzenesulfonamide